CC1=C(C(=CC=C1)C)C=1C=C(C=NC1)[C@H](CC(=O)O)NC([C@H](CC(C)C)N1C(CC(CC1)C(F)(F)F)=O)=O (3S)-3-(5-(2,6-dimethylphenyl)pyridin-3-yl)-3-((2S)-4-methyl-2-(2-oxo-4-(trifluoromethyl)piperidin-1-yl)pentanamido)propanoic acid